ClC=1C=C2N(C(C=3N(C2=CC1)C=C(N3)CN3CCN(CC3)C)=O)C=3C(=NC=CC3)C 7-Chloro-2-((4-methylpiperazin-1-yl)methyl)-5-(2-methylpyridin-3-yl)imidazo[1,2-a]Quinoxaline-4(5H)-on